CC1COCCO1 3-methyl-1,4-dioxane